phenyl L-leucinate N[C@@H](CC(C)C)C(=O)OC1=CC=CC=C1